(S)-2-hydroxy-N-(4-nitrophenylethyl)propanamide O[C@H](C(=O)NCCC1=CC=C(C=C1)[N+](=O)[O-])C